O=C1NC(CCC1N1C(C2=CC=CC(=C2C1=O)OCCCCC(=O)NC1=CC(=CC=C1)C1=CC=2[C@H]3[C@@H]([C@@H](NC2C=C1)CO)CCN3S(=O)(=O)C3=CC=C(C)C=C3)=O)=O 5-((2-(2,6-dioxopiperidin-3-yl)-1,3-dioxoisoindolin-4-yl)oxy)-N-(3-((3aR,4R,9bR)-4-(hydroxymethyl)-1-tosyl-2,3,3a,4,5,9b-hexahydro-1H-pyrrolo[3,2-c]quinolin-8-yl)phenyl)pentanamide